O[C@@H]([C@H](CO[C@H]1O[C@@H]([C@@H]([C@@H]([C@H]1O)O)O)CO)NC(CCCCCCCCCCN1CCSCC1)=O)[C@@H](CCCCCCCCCCCCCC)O N-((2S,3S,4R)-3,4-dihydroxy-1-(((2S,3R,4S,5R,6R)-3,4,5-trihydroxy-6-(hydroxymethyl)tetrahydro-2H-pyran-2-yl)oxy)octadecan-2-yl)-11-thiomorpholinoundecanamide